C(C)(=O)N1CN(C(C=C1)=O)C(C=CC1=CC(=C(C(=C1)OC)OC)OC)=O 1-acetyl-3-(3-(3,4,5-trimethoxyphenyl)acryloyl)-2,3-dihydropyrimidin-4(1H)-one